(R)-(8-methyl-3-(3-methyl-1,2,4-thiadiazol-5-yl)-5,6-dihydro-[1,2,4]triazolo[4,3-a]pyrazin-7(8H)-yl)(2,3,4-trifluorophenyl)methanone C[C@@H]1C=2N(CCN1C(=O)C1=C(C(=C(C=C1)F)F)F)C(=NN2)C2=NC(=NS2)C